(E,Z)-3-cyclohexylmethylidene-5-methyl-dihydrofuran-2-one C1(CCCCC1)\C=C/1\C(OC(C1)C)=O